[Cl-].CPC Dimethyl-phosphine chloride